(S)-4-(3-bromo-4-fluorophenyl)-2,2-dimethyloxazolidine-3-carboxylic acid tert-butyl ester C(C)(C)(C)OC(=O)N1C(OC[C@@H]1C1=CC(=C(C=C1)F)Br)(C)C